L(-)-Mannose C([C@@H]([C@@H]([C@H]([C@H](C=O)O)O)O)O)O